[N+](=O)([O-])C=1N=CNC1 4-nitro-1H-imidazol